tert-butyl 2-{[4-(methoxycarbonyl)phenyl]amino}-5H,6H,7H,8H-pyrido[3,4-d]pyrimidine-7-carboxylate COC(=O)C1=CC=C(C=C1)NC=1N=CC2=C(N1)CN(CC2)C(=O)OC(C)(C)C